carbonyl-rhodium hydride C(=O)=[RhH]